[5-Amino-1-(2-methyl-1H-indol-5-yl)pyrazol-4-yl]-(1H-indol-2-yl)methanone NC1=C(C=NN1C=1C=C2C=C(NC2=CC1)C)C(=O)C=1NC2=CC=CC=C2C1